4-diethoxyphosphoryl-2-(hydroxymethyl)phenol C(C)OP(=O)(OCC)C1=CC(=C(C=C1)O)CO